dichloro[1,3-bis(2,4,6-trimethylphenyl)-2-imidazolidinylidene](3-methyl-2-butenylidene)(tricyclohexylphosphine) ruthenium (II) [Ru+2].ClC1C(C(C(CC1)(P(C1CCCCC1)C1CCCCC1)Cl)=CC=C(C)C)=C1N(CCN1C1=C(C=C(C=C1C)C)C)C1=C(C=C(C=C1C)C)C